O[C@@H]([C@H](C1=CC=CC=C1)N1N=CC(=C1)C(=O)OCC)C ethyl 1-((1s,2r)-2-hydroxy-1-phenylpropyl)-1H-pyrazole-4-carboxylate